C(CCC(=O)O)(=O)[O-].OCC[N+](C)(C)C.ClC=1C=C(C=CC1Cl)NC(=O)N1CCC(CC1)N1C(NC2=C1C=CC=C2C2=CC(=CC=C2)OCCN(C)C)=O N-(3,4-dichlorophenyl)-4-(4-{3-[2-(dimethylamino)ethoxy]phenyl}-2-oxo-2,3-dihydro-1H-1,3-benzodiazol-1-yl)piperidine-1-carboxamide mono-choline succinate